2-adamantyl-5,6,7,8-tetrahydro-10H-oxazolo[5,4-d]pyrido[1,2-a]pyrimidin-10-one C12C(C3CC(CC(C1)C3)C2)C=2OC=3N=C1N(C(C3N2)=O)CCCC1